ClC=1C2=C(N=C(N1)C)NC(C(=C2)CN2CCN(CC2)C(C)C)=O 4-chloro-6-((4-isopropylpiperazin-1-yl)methyl)-2-methylpyrido[2,3-d]pyrimidin-7(8H)-one